C(C)C=1C(NC=2C=C(C=NC2C1)CN1[C@H]([C@@H](C1)OC=1C=CC(=NC1)C(=O)NC)C)=O 5-{[(2S,3R)-1-[(7-ethyl-6-oxo-5H-1,5-naphthyridin-3-yl)methyl]-2-methylazetidin-3-yl]oxy}-N-methylpyridine-2-carboxamide